3-[(2S)-2-Benzenesulfonamido-2-[6-(trifluoromethyl)-1,3-benzothiazol-2-yl]ethyl]benzene-1-carboximidamide C1(=CC=CC=C1)S(=O)(=O)N[C@@H](CC=1C=C(C=CC1)C(N)=N)C=1SC2=C(N1)C=CC(=C2)C(F)(F)F